C1[C@@H](N(C2=C(N1)N=C(NC2=O)N)C=O)CNC3=CC=C(C=C3)C(=O)N[C@@H](CCC(=O)O)C(=O)O The molecule is the pharmacologically active (6S)-stereoisomer of 5-formyltetrahydrofolic acid. It has a role as an antineoplastic agent and a metabolite. It is a conjugate acid of a (6S)-5-formyltetrahydrofolate(2-).